N-BOC-2-[(2-p-toluenesulfonyloxyethoxy)ethoxy]ethylamine C(=O)(OC(C)(C)C)NCCOCCOCCOS(=O)(=O)C1=CC=C(C)C=C1